2-((6-(4-(aminomethyl)-4-hydroxypiperidin-1-yl)-3,5-dicyano-4-ethylpyridin-2-yl)thio)-2-phenylacetamide trifluoroacetate FC(C(=O)O)(F)F.NCC1(CCN(CC1)C1=C(C(=C(C(=N1)SC(C(=O)N)C1=CC=CC=C1)C#N)CC)C#N)O